C(C)N1C(=C(C2=CC=CC=C12)NC1=CC(=CC=C1)C(F)(F)F)C(=O)N[C@@H](C)C1=CC=C(C(=O)O)C=C1 (S)-4-(1-(1-ethyl-3-((3-(trifluoromethyl)phenyl)amino)-1H-indole-2-carboxamido)ethyl)Benzoic acid